O[C@]1([C@@H](CCC1)N1C(C=CC2=C1N=C(N=C2)NC2C(CN(CC2([2H])[2H])S(=O)(=O)C([2H])([2H])[2H])([2H])[2H])=O)C (-)-8-((1R,2R)-2-hydroxy-2-methylcyclopentyl)-2-((1-((methyl-d3)sulfonyl)piperidin-4-yl-3,3,5,5-d4)amino)pyrido[2,3-d]pyrimidin-7(8H)-one